4-Methylpyrimidin-2(1H)-on Hydrochlorid Cl.CC1=NC(NC=C1)=O